IC=1C=C(C=CC1)C=1N=C2C(=NC(=NC2=NC1)C)N 6-(3-iodophenyl)-2-methylpteridin-4-amine